ClC=1C=C(C=C(C1OC=1C(=C2C3(C(NC2=CC1)=O)CCC3)F)Cl)N3N=C(C(NC3=O)=O)C#N 2-(3,5-dichloro-4-((4'-fluoro-2'-oxospiro[cyclobutane-1,3'-indolin]-5'-yl)oxy)phenyl)-3,5-dioxo-2,3,4,5-tetrahydro-1,2,4-triazine-6-carbonitrile